C1(CC1)C1=CC=C(C=C1)C1=C(C(=NC(=N1)N)N)N (4-cyclopropylphenyl)pyrimidine-2,4,5-triamine